FC(C=1CC(S(=O)(=O)N)(C=CC1N)C1=CC=CC=C1)F 3-(difluoromethyl)-1-phenylsulfanilamide